methyl 2-[11-ethyl-9-(3-hydroxypropyl)-1,9-diazatricyclo[6.3.1.04,12]dodeca-2,4(12),5,7-tetraen-2-yl]-7-methoxy-1-prop-2-ynyl-benzimidazole-5-carboxylate C(C)C1CN(C2=CC=CC=3C=C(N1C32)C3=NC2=C(N3CC#C)C(=CC(=C2)C(=O)OC)OC)CCCO